FC1=C(C(=C(C=C1OC)OC)F)N1C(N(C2=C(C1)C=NC1=C2C=C(N1)CN1CCN(CC1)CC)CC)=S 3-(2,6-Difluoro-3,5-dimethoxyphenyl)-1-ethyl-8-((4-ethylpiperazin-1-yl)methyl)-1,3,4,7-tetrahydro-2H-pyrrolo[3',2':5,6]pyrido[4,3-d]pyrimidine-2-thione